C(C)N(C(C=CC=CC1=CC=C(C=C1)O)=O)CC N,N-diethyl-5-(4-hydroxyphenyl)penta-2,4-dienamide